(S)-2-(4-(2-(1-Cyclopropylethyl)-7-(methylsulfonyl)-1-oxoisoindolin-5-yl)pyridin-2-yl)-N-(3-hydroxycyclobutyl)-4-methyl-1H-imidazole C1(CC1)[C@H](C)N1C(C2=C(C=C(C=C2C1)C1=CC(=NC=C1)C=1N(C=C(N1)C)C1CC(C1)O)S(=O)(=O)C)=O